O=C1C(=CC2=C(N=CN=C2)N1)C(=O)O 7-oxo-7,8-dihydropyrido[2,3-d]pyrimidine-6-carboxylic acid